2-(furan-2-yl)-5-methyl-1,3-dioxolan-4-one O1C(=CC=C1)C1OC(C(O1)=O)C